NCC1=CC=C(CNC(COC2C#CCCCCC2)=O)C=C1 N-(4-(aminomethyl)benzyl)-2-(cyclooct-2-yn-1-yloxy)acetamide